ClC=1N=NC(=C(N1)NC1=CC(=C(C=C1)C1CCN(CC1)CC1CN(CC1)C=1C=C2C(N(C(C2=CC1)=O)C1C(NC(CC1)=O)=O)=O)F)C(=O)N 3-chloro-5-((4-(1-((1-(2-(2,6-Dioxopiperidin-3-yl)-1,3-dioxoisoindolin-5-yl)pyrrolidin-3-yl)methyl)piperidin-4-yl)-3-Fluorophenyl)amino)-1,2,4-triazine-6-carboxamide